1-(2-(4-(4-(1-(pent-3-yl)-1H-pyrazol-4-yl)pyrazolo[1,5-a]pyrazin-6-yl)-1H-pyrazol-1-yl)ethyl)piperidin-4-ol CCC(CC)N1N=CC(=C1)C=1C=2N(C=C(N1)C=1C=NN(C1)CCN1CCC(CC1)O)N=CC2